O1CCC(=CC1)C=1N=C(C2=C(N1)C(N(C2)C(C)C)=O)NC2=CC(=C(C=C2)C2=CC=CC=C2)F 2-(3,6-dihydro-2H-pyran-4-yl)-4-((2-fluoro-[1,1'-biphenyl]-4-yl)amino)-6-isopropyl-5,6-dihydro-7H-pyrrolo[3,4-d]pyrimidin-7-one